C(C1=CC=CC=C1)OCCOC[C@](C)(O)C1=CC=C(S1)[S@](=O)(N)=NC(NC1=C2CCCC2=CC=2CCCC12)=O |&1:20| (S) and (R)-5-((S)-1-(2-(benzyloxy)ethoxy)-2-hydroxypropan-2-yl)-N'-((1,2,3,5,6,7-hexahydro-s-indacen-4-yl)carbamoyl)thiophene-2-sulfonimidamide